Cl.FC1(CNCC1)F 3,3-difluoropyrrolidine hydrochloride salt